N-(2-(2-(cyclopropanesulfonamido)thiazol-4-yl)propan-2-yl)-2-fluoro-4-(6-(trifluoromethyl)pyrazin-2-yl)benzamide C1(CC1)S(=O)(=O)NC=1SC=C(N1)C(C)(C)NC(C1=C(C=C(C=C1)C1=NC(=CN=C1)C(F)(F)F)F)=O